6-Bromo-N-methylpyridine-3-amine BrC1=CC=C(C=N1)NC